[(7S,9aR)-7-(3-chloro-4-fluorophenyl)-7-hydroxy-3,4,6,8,9,9a-hexahydro-1H-pyrido[1,2-a]pyrazin-2-yl]-[2-chloro-3-[(3S)-3-hydroxypiperidin-1-yl]phenyl]methanone ClC=1C=C(C=CC1F)[C@]1(CC[C@H]2N(CCN(C2)C(=O)C2=C(C(=CC=C2)N2C[C@H](CCC2)O)Cl)C1)O